ClC=1C=C(C=CC1C(=O)N1CCN(CC1)C(=O)C1CCNCC1)NC(=O)C=1N(C(=CN1)C=1C(=NN(C1)C1=C(C=NN1)C)C(F)(F)F)C N-[3-chloro-4-[4-(piperidine-4-carbonyl)piperazine-1-carbonyl]phenyl]-1-methyl-5-[1-(4-methyl-1H-pyrazol-5-yl)-3-(trifluoromethyl)pyrazol-4-yl]imidazole-2-carboxamide